1-(2-aminoethyl)-4-methyl-homopiperazine tert-butyl-(((9H-fluoren-9-yl)methoxy)carbonyl)-L-alanyl-L-alaninate C(C)(C)(C)N([C@@H](C)C(=O)N[C@@H](C)C(=O)O)C(=O)OCC1C2=CC=CC=C2C=2C=CC=CC12.NCCN1CCN(CCC1)C